FC1=CSC2=C1C(=NC(=C2C2=C(C=C(C=C2)F)OC)C=2SC=1CNCCC1N2)C=2C=C1CCN(CC1=CC2)C(=O)OC(C)(C)C tert-butyl 6-[3-fluoro-7-(4-fluoro-2-methoxy-phenyl)-6-(4,5,6,7-tetrahydrothiazolo[5,4-c]pyridin-2-yl)thieno[3,2-c]pyridin-4-yl]-3,4-dihydro-1H-isoquinoline-2-carboxylate